N1(C=NC=C1)C(COC=1C=CC=C2C=C(N(C12)CC1CC1)C1=NC=2C(=NC=3CCN(C(C3C2)=O)C[C@@H](CF)N)N1C)(C)C (S)-2-(7-(2-(1H-imidazol-1-yl)-2-methylpropyloxy)-1-(cyclopropylmethyl)-1H-indol-2-yl)-7-(2-amino-3-fluoropropyl)-3-methyl-3,5,6,7-tetrahydro-8H-imidazo[4,5-b][1,6]naphthyridin-8-one